Dioctadecyl 2-mercaptosuccinate SC(C(=O)OCCCCCCCCCCCCCCCCCC)CC(=O)OCCCCCCCCCCCCCCCCCC